3-methoxy-N-(o-tolyl)benzamidine COC=1C=C(C(=N)NC2=C(C=CC=C2)C)C=CC1